3-methyl-5-(3-methyl-3-phenylpyrrolidin-1-yl)picolinic acid CC=1C(=NC=C(C1)N1CC(CC1)(C1=CC=CC=C1)C)C(=O)O